Trans-2,4,4,5-tetrafluoro-5-(trifluoromethyl)-1,3-dioxolane F[C@@H]1O[C@@](C(O1)(F)F)(C(F)(F)F)F